2-(1H-1,3-benzodiazol-2-ylsulfanyl)acetic acid N1C(=NC2=C1C=CC=C2)SCC(=O)O